N1=C(C=CC=C1)[C@H](C)NC(=O)C=1C=2C[C@@H]3[C@H](C2N(N1)C1=NC=CN=C1)C3 (1aR,5aR)-2-Pyrazin-2-yl-1a,2,5,5a-tetrahydro-1H-2,3-diaza-cyclopropa[a]pentalene-4-carboxylic acid ((S)-1-pyridin-2-yl-ethyl)-amide